3-oxapentanediamide C(COCC(=O)N)(=O)N